(R)-4-(3-(2,6-Dichlorophenethyl)-3-(dimethylamino)piperidin-1-yl)-N-(2,4-dimethoxybenzyl)-2,6-difluoro-N-(pyrimidin-4-yl)benzenesulfonamide ClC1=C(CC[C@@]2(CN(CCC2)C2=CC(=C(C(=C2)F)S(=O)(=O)N(C2=NC=NC=C2)CC2=C(C=C(C=C2)OC)OC)F)N(C)C)C(=CC=C1)Cl